C(CC)N(CCC)CC(=O)OCCCCCCC 1-heptanol N,N-dipropylaminoacetate